2-(2-(6-((cis)-2,6-dimethylmorpholino)pyridin-2-yl)-1,6-naphthyridin-7-yl)-N-(3-((2-hydroxyethyl)sulfonyl)phenyl)acetamide C[C@@H]1O[C@@H](CN(C1)C1=CC=CC(=N1)C1=NC2=CC(=NC=C2C=C1)CC(=O)NC1=CC(=CC=C1)S(=O)(=O)CCO)C